FC1=CC=C(C=C1C1=CC(=C(C=C1)OC)C(NC1=CC2=CC=CC=C2C=C1C(NC1=CC(=C(C=C1)F)C(F)(F)F)=O)=O)C(C(=O)O)NC(=O)C1CCOCC1 2-(6-fluoro-3'-((3-((4-fluoro-3-(trifluoromethyl)phenyl)carbamoyl)naphthalen-2-yl)carbamoyl)-4'-methoxy-[1,1'-biphenyl]-3-yl)-2-(tetrahydro-2H-pyran-4-carboxamido)acetic acid